FC1=C(C(=CC=C1)F)[C@H]1[C@@H](CC=C(C1)CCC=C(C)C)C(=O)C1=C(C=CC=C1O)O (trans-2',6'-difluoro-5-(4-methylpent-3-en-1-yl)-1,2,3,6-tetrahydro-[1,1'-biphenyl]-2-yl)(2,6-dihydroxyphenyl)methanone